P(=O)(O)(O)OC(CC(=O)O)(C)C 3-phosphonooxyisovaleric acid